Phenylethylcyclohexane-1-one C1(=CC=CC=C1)CCC1C(CCCC1)=O